FC(C1=NN(C(=C1)C(F)F)C1=NC(=CC=C1[C@H](C)O)Cl)F (1S)-1-[2-[3,5-bis(difluoromethyl)pyrazol-1-yl]-6-chloropyridin-3-yl]ethanol